ClC1=C(C=C(C=C1)N1CC(N(CC1)C1=NC=C(C=C1)C(C)(C)O)=O)C1=NC2=C(N1C)C=CC=C2 4-(4-chloro-3-(1-methyl-1H-benzo[d]imidazol-2-yl)phenyl)-1-(5-(2-hydroxypropan-2-yl)pyridin-2-yl)piperazin-2-one